C(C)OC(=O)C1=CN(C=CC1=O)C1=CC2=C(N=C(S2)C)C=C1 1-(2-methylbenzo[d]thiazol-6-yl)-4-oxo-1,4-dihydropyridine-3-carboxylic acid ethyl ester